OC1=C(C=C(C=C1)/C=C/C(=O)NCC(=O)N[C@@H](C(C)C)C(=O)N[C@H](CCC(=O)OCC)C(=O)OCC1=CC=CC=C1)OC 1-benzyl 5-ethyl ((E)-3-(4-hydroxy-3-methoxyphenyl)acryloyl)glycyl-L-valyl-D-glutamate